(5-{4-[(2-chloro-4-fluorobenzyl)oxy]-3-methoxybenzylidene}-4-oxo-2-thioxo-1,3-thiazolidin-3-yl)acetic acid ClC1=C(COC2=C(C=C(C=C3C(N(C(S3)=S)CC(=O)O)=O)C=C2)OC)C=CC(=C1)F